C(N)(=O)C=1C(=NN(C1)C1(C(CN(CC1)CC1=CC=C(C=C1)I)F)CC#N)NC(OC)=O methyl (4-carbamoyl-1-(4-(cyanomethyl)-3-fluoro-1-(4-iodobenzyl) piperidin-4-yl)-1H-pyrazol-3-yl)carbamate